(2'S,7R)-2-cyclopropyl-2'-methyl-1'-[[1-(2-methylsulfonylethyl)pyrazol-4-yl]methyl]spiro[4,5-dihydrothieno[2,3-c]pyran-7,4'-piperidine] C1(CC1)C1=CC2=C(S1)[C@@]1(C[C@@H](N(CC1)CC=1C=NN(C1)CCS(=O)(=O)C)C)OCC2